2,2,6,6-tetramethyl-4-methacryloyloxypiperidine CC1(NC(CC(C1)OC(C(=C)C)=O)(C)C)C